N1(CCCC1)C1=CC=CC(=N1)CN [6-(pyrrolidin-1-yl)pyridin-2-yl]methylamine